([1,2,4]triazolo[1,5-a]pyridin-6-yl)-4-(3,4-dichlorophenyl)-1,2,3,4-tetrahydroisoquinoline-1,1,3,3,4-d5 N=1C=NN2C1C=CC(=C2)N2C(C1=CC=CC=C1C(C2([2H])[2H])([2H])C2=CC(=C(C=C2)Cl)Cl)([2H])[2H]